ClC1=NC=CC(=C1)B1OC(C)(C)C(C)(C)O1 2-chloro-pyridine-4-boronic acid pinacol ester